C(#N)C1=C(C(=C(C(=C1O)C#N)C#N)O)C#N tetracyanohydroquinone